4,4-difluoro-1-methylcyclohexan-1-amine hydrochloride Cl.FC1(CCC(CC1)(N)C)F